Cl.C(#N)CC(=O)N1C[C@@H]([C@@H](CC1)C)N(C=1C2=C(N=CN1)N(C=C2)C(=O)N)C 4-[[(3R,4R)-1-(2-cyanoacetyl)-4-methyl-3-piperidinyl]-methyl-amino]Pyrrolo[2,3-d]Pyrimidine-7-carboxamide hydrochloride